2-(1,3-dimethyl-1H-pyrazol-4-yl)morpholine CN1N=C(C(=C1)C1CNCCO1)C